N-(Cycloheptylmethyl)-2-[(2-hydroxyphenyl)methyl]-1H-benzimidazole-5-carboxamide C1(CCCCCC1)CNC(=O)C1=CC2=C(NC(=N2)CC2=C(C=CC=C2)O)C=C1